FC(OC=1C=CC(=C(C1)O)C1=C(N=C(N=N1)N[C@H]1CN(CCC1)C)C)F 5-(difluoromethoxy)-2-(5-methyl-3-{[(3R)-1-methylpiperidin-3-yl]amino}-1,2,4-triazine-6-yl)phenol